FC(C=1C(=C(C=CC1)[C@@H](C)NC1=CC=NC2=CC=C(C=C12)N1CCN(CC1)C(=O)OC(C)(C)C)F)F tert-butyl 4-(4-{[(1R)-1-[3-(difluoromethyl)-2-fluorophenyl]ethyl]amino}quinoline-6-yl)piperazine-1-carboxylate